bis[4,9-dihydro-2H-benzo[f]isoindol-1-yl]methane C=1(NC=C2CC3=C(CC12)C=CC=C3)CC=3NC=C1CC2=C(CC31)C=CC=C2